C1(CC1)C=1N=CC=2C=C3C(=C(C2C1)S(=O)(=O)NCC(C)(C)F)CC(C3)NC=3C=NC(=CC3)S(=O)(=N)C 3-cyclopropyl-N-(2-fluoro-2-methylpropyl)-7-[[6-(methylsulfonimidoyl)pyridin-3-yl]amino]-7,8-dihydro-6H-cyclopenta[g]isoquinoline-5-sulfonamide